N-(5-(7'-Fluoro-3'-methyl-2'-oxo-1-(pyrimidin-5-yl)-2',3'-dihydrospiro[azetidine-3,1'-pyrrolo[2,3-c]quinolin]-8'-yl)-2-(2-(isopropylamino)ethoxy)pyridin-3-yl)methanesulfonamide FC=1C(=CC=2C3=C(C=NC2C1)N(C(C31CN(C1)C=1C=NC=NC1)=O)C)C=1C=C(C(=NC1)OCCNC(C)C)NS(=O)(=O)C